methyl 2-[[tert-butoxycarbonyl-[3-ethylsulfonyl-7-(2,2,2-trifluoroethoxy)imidazo[1,2-a]pyridin-2-yl]amino]methyl]-5-(trifluoromethylsulfonyl)benzoate C(C)(C)(C)OC(=O)N(C=1N=C2N(C=CC(=C2)OCC(F)(F)F)C1S(=O)(=O)CC)CC1=C(C(=O)OC)C=C(C=C1)S(=O)(=O)C(F)(F)F